C(CCCCCCCCC)(=O)OCC(COC(N(C1CN(C1)C)C)=O)OC(CCCCCCCCC)=O 3-((Methyl(1-methylazetidin-3-yl)carbamoyl)oxy)propane-1,2-diyl bis(decanoate)